hydroxygona-4,9,1-trien-3-one OC1C[C@H]2CCC=3[C@@H](CCC4=CC(C=CC34)=O)[C@@H]2C1